ClC1=C(N(C(C2=C(C=CC=C12)NC(C(C)(C)C)=O)=O)C1=CC=CC=C1)[C@H](C)NC=1C2=C(N=CN1)NC=CC2=O (S)-N-(4-chloro-1-oxo-3-(1-((5-oxo-5,8-dihydropyrido[2,3-d]pyrimidin-4-yl)amino)ethyl)-2-phenyl-1,2-dihydroisoquinolin-8-yl)pivaloamide